CC1=C(C(NC=2CCCCC12)=O)CNC(=O)C=1OC(=CC1)C1=CC=CC=C1 N-((4-methyl-2-oxo-1,2,5,6,7,8-hexahydroquinolin-3-yl)methyl)-5-phenylfuran-2-carboxamide